2-hydroxymethyl-6-methoxy-1,4-benzoquinone OCC=1C(C(=CC(C1)=O)OC)=O